CN1C(=NN=C1)C1=C(C=CC=C1)C1=CC(=CC=C1)C=1OC2=C(N1)C=C(C=C2C(F)(F)F)CO (2-(2'-(4-Methyl-4H-1,2,4-triazol-3-yl)-[1,1'-biphenyl]-3-yl)-7-(trifluoromethyl)benzo[d]oxazol-5-yl)methanol